7-(benzyloxy)-N-(1-methyl-1H-pyrazol-3-yl)-2-(1-methyl-2-oxabicyclo[2.1.1]hex-4-yl)imidazo[1,2-a]pyridine-6-carboxamide C(C1=CC=CC=C1)OC1=CC=2N(C=C1C(=O)NC1=NN(C=C1)C)C=C(N2)C21COC(C2)(C1)C